C1=CC=C(C=2OC3=C(C21)C=CC=C3)C3=CC=C(C=C3)N 4-(dibenzo[b,d]furan-4-yl)-N-phenylamine